Nicotin N1=CC=CC(=C1)C1N(C)CCC1